[N+](=O)([O-])C1=CC=C(C=C1)N1CCC(CC1)CN1CCC2(CCN(CC2)C(=O)OC(C)(C)C)CC1 tert-butyl 9-((1-(4-nitrophenyl) piperidin-4-yl) methyl)-3,9-diazaspiro[5.5]undecane-3-carboxylate